C(CCCCCCCCCCCCCCC)(=O)N[C@@H](CSC[C@@H](COC(CCCCCCCCCCCCCCC)=O)OC(CCCCCCCCCCCCCCC)=O)C(=O)O |&1:22| N-palmitoyl-S-[2,3-bis(palmitoyloxy)-(2RS)-propyl]-(R)-cysteine